C1(=CC=CC=C1)P(C1=CC=CC=C1)OC(CC(OP(C1=CC=CC=C1)C1=CC=CC=C1)C1=CC=CC=C1)C1=CC=CC=C1 1,3-diphenyl-1,3-propanediol bis(diphenylphosphinite)